2-(3-{3-[(1-methoxy-2-methylpropan-2-yl)amino]pyrrolidin-1-yl}-1,2,4-triazin-6-yl)-5-(1H-pyrazol-4-yl)phenol COCC(C)(C)NC1CN(CC1)C=1N=NC(=CN1)C1=C(C=C(C=C1)C=1C=NNC1)O